tert-Butyl 4-{3-[(2-chloro-4-methylphenyl)(methyl)amino]phenoxy}piperidine-1-carboxylate ClC1=C(C=CC(=C1)C)N(C=1C=C(OC2CCN(CC2)C(=O)OC(C)(C)C)C=CC1)C